ClC1=C(C(=O)NC2=CC(=NC=C2)OC)C=C(C=N1)C(F)(F)F 2-chloro-N-(2-methoxypyridin-4-yl)-5-(trifluoromethyl)nicotinamide